(rac)-4,4-difluoro-N-{4-[5-fluoro-7-methoxy-3-(pyridin-2-yl)-1H-pyrrolo[3,2-b]pyridin-2-yl]pyridin-2-yl}-2-(4-fluorophenyl)butanamide FC(C[C@@H](C(=O)NC1=NC=CC(=C1)C1=C(C2=NC(=CC(=C2N1)OC)F)C1=NC=CC=C1)C1=CC=C(C=C1)F)F |r|